CC(CC)NC(COC1=C(C=CC(=C1)C=O)OC)=O N-(BUTAN-2-YL)-2-(5-FORMYL-2-METHOXYPHENOXY)ACETAMIDE